4-[(2,5-difluorophenyl)methyl]-4-hydroxy-piperidine-1-carboxylic acid tert-butyl ester C(C)(C)(C)OC(=O)N1CCC(CC1)(O)CC1=C(C=CC(=C1)F)F